FC1=C(C(=O)C2=CNC3=NC=C(C=C32)C3=CC=C(C=C3)N3CCC(CC3)C=O)C(=CC=C1NS(N(C)C(C)C)(=O)=O)F 3-[2,6-difluoro-3-[[isopropyl(methyl)sulfamoyl]amino]benzoyl]-5-[4-(4-formyl-1-piperidyl)phenyl]-1H-pyrrolo[2,3-b]pyridine